5-Bromo-4-methyl-1-(phenylsulfonyl)-1H-indole-2-carbonitrile BrC=1C(=C2C=C(N(C2=CC1)S(=O)(=O)C1=CC=CC=C1)C#N)C